6-(6-(1-Cyclopropyl-1H-pyrazol-3-yl)imidazo[2,1-b]oxazol-5-yl)imidazo[1,2-a]pyridin C1(CC1)N1N=C(C=C1)C=1N=C2OC=CN2C1C=1C=CC=2N(C1)C=CN2